C1(CCCCC1)C#CC1=CN(C2=NC=C(C=C21)NC(C=C)=O)C N-(3-(Cyclohexylethynyl)-1-methyl-1H-pyrrolo[2,3-b]pyridin-5-yl)acrylamide